3-(3-(1-(2-aminoethyl)-1H-pyrazol-4-yl)phenyl)piperidine-2,6-dione NCCN1N=CC(=C1)C=1C=C(C=CC1)C1C(NC(CC1)=O)=O